1,1,1-trifluoro-2-(3-(6-((R)-piperidin-3-ylamino)pyridin-2-yl)imidazo[1,2-a]pyrazin-6-yl)propan-2-ol FC(C(C)(O)C=1N=CC=2N(C1)C(=CN2)C2=NC(=CC=C2)N[C@H]2CNCCC2)(F)F